COC1COCCCN1C(=O)OCC1=CC=CC=C1 benzyl 3-methoxy-1,4-oxazepane-4-carboxylate